COC(=O)[C@H]1NC[C@@H](C1)F (2S-4R)-4-fluoropyrrolidine-2-carboxylic acid methyl ester